FC1=CC(=C(C=C1)C=1C2=C(C(=NC1C1=NN3C(CN(CC3)C(=O)OC(C)(C)C)=C1)OS(=O)(=O)C(F)(F)F)C=CS2)OCCOC tert-butyl 2-[7-[4-fluoro-2-(2-methoxyethoxy)phenyl]-4-(trifluoromethyl-sulfonyloxy)thieno[3,2-c]pyridin-6-yl]-6,7-dihydro-4H-pyrazolo[1,5-a]pyrazine-5-carboxylate